N-(benzo[d]isoxazol-5-yl)-2,4-dihydroxy-5-isopropyl-N-methylbenzamide O1N=CC2=C1C=CC(=C2)N(C(C2=C(C=C(C(=C2)C(C)C)O)O)=O)C